O1COC2=C1C=CC(=C2)C=CC(=O)NC(C(=O)NC2=CC=C(C(=O)O)C=C2)CC2=CC=CC=C2 4-(2-(3-(benzo[1,3]dioxol-5-yl)acrylamido)-3-phenylpropionamido)benzoic acid